(R)-3-[2-(2-chloro-4-methoxybenzoyl)-1,2,3,4-tetrahydroisoquinolin-5-yl]-3-(7-methoxy-1-methyl-1H-benzo[d][1,2,3]triazol-5-yl)propionic acid ethyl ester C(C)OC(C[C@H](C1=CC2=C(N(N=N2)C)C(=C1)OC)C1=C2CCN(CC2=CC=C1)C(C1=C(C=C(C=C1)OC)Cl)=O)=O